FC1=CC=C(C=C1)C(=O)N1[C@@H](C=2N(CC1)C(=NC2C2=CC(=NC=C2)C(F)(F)F)C2=NC(=NS2)C)C (R)-(4-fluorophenyl)(8-methyl-3-(3-methyl-1,2,4-Thiadiazol-5-yl)-1-(2-(trifluoromethyl)pyridin-4-yl)-5,6-dihydroimidazo[1,5-a]pyrazine-7(8H)-yl)methanone